N-(2-(dimethylamino)-2-(thiophen-3-yl)ethyl)-5-fluoroisoindoline-2-carboxylic acid amide CN(C(CNC(=O)N1CC2=CC=C(C=C2C1)F)C1=CSC=C1)C